ClC=1C(N(C(=CC1OCC1=NC=C(C=C1F)F)C)C1=CC(=NC=C1C)C=1N=C(SC1)C(C(=O)NC)(C)C)=O (R)-2-(4-(3-chloro-4-((3,5-difluoropyridin-2-yl)methoxy)-5',6-dimethyl-2-oxo-2H-[1,4'-bipyridin]-2'-yl)thiazol-2-yl)-N,2-dimethylpropionamide